CC1=CCC(C(C1C)C)C=O 4,5,6-Trimethylcyclohex-3-ene-1-carbaldehyde